C(=O)(OC(C)(C)C)N(CC#C)CCCC1=CC(=C(C=C1)F)F (1R,2S)-N-BOC-N-propargyl-3,4-difluorophenylpropylamine